C(C)(=O)C1=NC(=CC=C1)C(C)NC1=C(C=C(C=C1C(C1=CC=CC=C1)C1=CC=CC=C1)C(C)(C)C)C(C1=CC=CC=C1)C1=CC=CC=C1 2-acetyl-6-(1-(2,6-bis(benzhydryl)-4-tert-butyl-anilino)ethyl)pyridine